(1R,3R,3aS,6aS)-4,6-dioxo-3a,5-diphenyl-3-(p-methylphenyl)octahydropyrrolo[3,4-c]pyrrole O=C1[C@@]2([C@H](C(N1C1=CC=CC=C1)=O)CN[C@@H]2C2=CC=C(C=C2)C)C2=CC=CC=C2